COC1[C@H](CO[C@@H](C1)C(=O)NNC(=O)C1(CCC1)OC(F)(F)F)NC(OC(C)(C)C)=O tert-butyl ((3S,6S)-4-methoxy-6-(2-(3-cis-(trifluoromethoxy)cyclobutanecarbonyl)hydrazinecarbonyl)tetrahydro-2H-pyran-3-yl)carbamate